ClC1=CC=C(C=C1)NC(CN1N=NC(=C1)C1=CC=C(C=C1)N/N=C/C(C)=O)=O (E)-N-(4-chlorophenyl)-2-(4-(4-(2-(2-oxopropylidene)hydrazinyl)phenyl)-1H-1,2,3-triazol-1-yl)acetamide